trifluoroammonium F[NH+](F)F